ClC1=C(C=CC=C1F)C(C(C)C)N 1-(2-Chloro-3-fluorophenyl)-2-methylpropan-1-amine